N[C@H](C(=O)O)CCCN(C)C (S)-2-amino-5-(dimethylamino)pentanoic acid